O=C1NC(CCC1C1=NN(C2=C(C=CC=C12)OCC(=O)NC1CCC(CC1)O)C)=O 2-((3-(2,6-dioxopiperidin-3-yl)-1-methyl-1H-indazol-7-yl)oxy)-N-((1s,4s)-4-hydroxycyclohexyl)acetamide